(3R,3aS,6S,6aR)-6-((5-(2'-chloro-5'-methoxy-6-methyl-[4,4'-bipyridine]-3-carboxamido)-1,3,4-thiadiazol-2-yl)oxy)hexahydrofuro[3,2-b]furan-3-yl nitrate [N+](=O)(O[C@H]1[C@@H]2[C@H](OC1)[C@H](CO2)OC=2SC(=NN2)NC(=O)C=2C=NC(=CC2C2=CC(=NC=C2OC)Cl)C)[O-]